(3aR,6aS)-5-[[6-(2-chloro-5-fluoro-phenyl)pyridazin-3-yl]oxymethyl]-2-(2-methylpentyl)-3,3a,4,5,6,6a-hexahydro-1H-cyclopenta[c]pyrrole ClC1=C(C=C(C=C1)F)C1=CC=C(N=N1)OCC1C[C@@H]2[C@@H](CN(C2)CC(CCC)C)C1